(1R,2R)-3-amino-1-(3-bromo-4-fluorophenyl)-1-phenylpropan-2-ol NC[C@@H]([C@H](C1=CC=CC=C1)C1=CC(=C(C=C1)F)Br)O